C=C1C(=O)OCCCC1 methylene-ε-caprolactone